benzyl (3S,5R)-3-(tert-butoxycarbonylamino)-5-methoxy-piperidine-1-carboxylate C(C)(C)(C)OC(=O)N[C@@H]1CN(C[C@@H](C1)OC)C(=O)OCC1=CC=CC=C1